N,N'-di-[3-(benzylsulfonyloxy)-4-methyl-phenyl]urea C(C1=CC=CC=C1)S(=O)(=O)OC=1C=C(C=CC1C)NC(=O)NC1=CC(=C(C=C1)C)OS(=O)(=O)CC1=CC=CC=C1